2,2'-azobis-(propane-2-carbamidine) dihydrochloride Cl.Cl.N(=NC(C)(C)C(=N)N)C(C)(C)C(=N)N